ethyl 2-[[2-[tert-butyl(dimethyl)silyl]oxy-1,1-dimethyl-ethyl]amino]pyrimidine-5-carboxylate [Si](C)(C)(C(C)(C)C)OCC(C)(C)NC1=NC=C(C=N1)C(=O)OCC